3R-hydroxybutyl (3R)-hydroxybutyrate OC(C(=O)OCC[C@@H](C)O)CC